ClC1=C(C=C(C=C1)C(C(C(=O)O)(C)C)C1=C(C2=C(N(N=N2)C)C=C1)C)CN1C[C@H](OC2=CC=3C=CC=NC3C=C2C1)CC 3-(4-chloro-3-(((R)-2-ethyl-2,3-dihydro-[1,4]oxazepino[7,6-g]quinolin-4(5H)-yl)methyl)phenyl)-3-(1,4-dimethyl-1H-benzo[d][1,2,3]triazol-5-yl)-2,2-dimethylpropionic acid